[5-(4-chlorobenzamido)-2-[(4-chlorophenyl)methyl]-3-oxo-1,2,4-thiadiazolidin-4-yl]methyl 2-{[(tert-butoxy)carbonyl]amino}acetate C(C)(C)(C)OC(=O)NCC(=O)OCN1C(N(SC1NC(C1=CC=C(C=C1)Cl)=O)CC1=CC=C(C=C1)Cl)=O